OC1(CCC(CC1)N1C2C(CCC1)N(CC2)C(CNC(C2=CC(=CC=C2)C(F)(F)F)=O)=O)C=2C=NC(=CC2)OC N-(2-(4-((1s,4s)-4-hydroxy-4-(6-methoxypyridin-3-yl)cyclohexyl)octahydro-1H-pyrrolo[3,2-b]pyridin-1-yl)-2-oxoethyl)-3-(trifluoromethyl)benzamide